COC=1C=C(/C=C/C2=CC=C(OCC(CN3CCN(CC3)C)O)C=C2)C=C(C1)OC (E)-1-(4-(3,5-dimethoxystyryl)phenoxy)-3-(4-methylpiperazin-1-yl)propan-2-ol